C1(CC1)OC1=CC=C(C=C1)[N+](=O)[O-] 1-cyclopropoxy-4-nitrobenzene